FC=1C=C(C=CC1F)C1=CC(=CC=C1)N1C(C2=CC(=CC=C2C1)C1=NNN=C1)=O 3',4'-difluoro-3-[1-oxo-6-(2H-1,2,3-triazol-4-yl)-2,3-dihydro-1H-isoindol-2-yl]-[1,1'-biphenyl]